4-(1H-pyrrol-2-yl)pyridine N1C(=CC=C1)C1=CC=NC=C1